3-phenoxybenzoic acid O(C1=CC=CC=C1)C=1C=C(C(=O)O)C=CC1